N-allyl-2,2-dichloro-N-(3-(trifluoromethyl)phenyl)acetamide C(C=C)N(C(C(Cl)Cl)=O)C1=CC(=CC=C1)C(F)(F)F